(1r,5s,6s)-N-[6-(2-chloro-4-fluoro-phenyl)pyridazin-3-yl]-3-(tetrahydropyran-4-ylmethyl)-3-azabicyclo[3.1.0]hexane-6-amine ClC1=C(C=CC(=C1)F)C1=CC=C(N=N1)NC1[C@@H]2CN(C[C@H]12)CC1CCOCC1